NC1=C(C=NN1[C@H](CC)C1CCOCC1)C(=O)N1C[C@@]2(CCC1)C1=C(NC(O2)=O)C=CC(=C1F)Cl |o1:6| (R)-1'-(5-Amino-1-((R or S)-1-(tetrahydro-2H-pyran-4-yl)propyl)-1H-pyrazole-4-carbonyl)-6-chloro-5-fluorospiro[benzo[d][1,3]oxazine-4,3'-piperidin]-2(1H)-one